CN1CC(C(CC1)NC(C(COC1=NC=C(C=C1C)C)(C)C)=O)C N-(1,3-dimethylpiperidin-4-yl)-3-((3,5-dimethylpyridin-2-yl)oxy)-2,2-dimethylpropionamide